ClC1=CC=CC=2C(C3=CC=CC(=C3C(C12)=O)Cl)=O 1,8-dichloro-anthracene-9,10-dione